C(C)(C)(C)OC(=O)N1CCC(CC1)OC1=CC=C(C=C1)N1C(CCC1)=O 4-[4-(2-oxopyrrolidin-1-yl)phenoxy]piperidine-1-carboxylic acid tert-butyl ester